methyl 5-(4-fluorophenyl)-2-methyl-1,3-thiazole-4-carboxylate FC1=CC=C(C=C1)C1=C(N=C(S1)C)C(=O)OC